FC1=CC=C(C(=O)N2CC=3NC4=CC=CC=C4C3CC2)C=C1 2-(4-fluorobenzoyl)-2,3,4,9-tetrahydro-1H-β-carboline